S1C2=C(C=C1)C=CC=C2N2CCN(CC2)CCCCOC=2C=CC=1C3C(C(NC1C2)=O)C3 5-(4-(4-(benzo[b]thiophen-7-yl)piperazin-1-yl)butoxy)-1,1a,3,7b-tetrahydro-2H-cyclopropa[c]quinolin-2-one